tert-butyl (tert-butoxycarbonyl)(7-(6-((3,3-difluoro-4-(4-fluorophenyl)-4-((triethylsilyl)-oxy)pentyl)oxy)-3-fluoropyridin-2-yl)-[1,2,4]triazolo[1,5-a]pyridin-2-yl)carbamate C(C)(C)(C)OC(=O)N(C(OC(C)(C)C)=O)C1=NN2C(C=C(C=C2)C2=NC(=CC=C2F)OCCC(C(C)(O[Si](CC)(CC)CC)C2=CC=C(C=C2)F)(F)F)=N1